Furan-3-carboxylic Acid (2-pyridin-4-yl-1H-benzoimidazol-5-yl)-amide N1=CC=C(C=C1)C1=NC2=C(N1)C=CC(=C2)NC(=O)C2=COC=C2